3-phenyl-1-(triisopropylsilyl)-5-(trimethylsilyl)pentane-1,4-diyn-3-ol C1(=CC=CC=C1)C(C#C[Si](C(C)C)(C(C)C)C(C)C)(C#C[Si](C)(C)C)O